BrC=1C(=C(C=CC1)NC=1N=CC=C2C(C=CNC12)=O)C 8-((3-bromo-2-methylphenyl)amino)-1,7-naphthyridin-4(1H)-one